1-[2-(Methoxymethoxy)-4-methyl-phenyl]-N-[(3R)-1-methyl-3-piperidyl]pyrido[3,4-d]pyridazin-4-amine COCOC1=C(C=CC(=C1)C)C1=C2C(=C(N=N1)N[C@H]1CN(CCC1)C)C=NC=C2